ethyl (E)-3-[3-fluoro-4-(hydroxymethyl)phenyl]prop-2-enoate FC=1C=C(C=CC1CO)/C=C/C(=O)OCC